C(CCC)N1N=C(C(=C1C)O)C(C)(C)C 1-n-butyl-3-tert-butyl-4-hydroxy-5-methyl-pyrazole